FS(=O)(=O)C1=C(C=C(C(=O)O)C=C1)C 4-(fluorosulfonyl)-3-methylbenzoic acid